FC1=C(N)C(=CC=C1B1OC(C(O1)(C)C)(C)C)F 2,6-difluoro-3-(4,4,5,5-tetramethyl-1,3,2-dioxaborolan-2-yl)aniline